2-(6-((5-cyanopyridin-3-yl)methoxy)-8-((3-(2,3-dihydrobenzo[b][1,4]-dioxin-6-yl)-2-methylbenzyl)oxy)-3,4-dihydroisoquinolin-2(1H)-yl)acetic acid C(#N)C=1C=C(C=NC1)COC=1C=C2CCN(CC2=C(C1)OCC1=C(C(=CC=C1)C1=CC2=C(OCCO2)C=C1)C)CC(=O)O